(2S,4R)-4-(2-bromo-3,5-difluorophenoxy)-1-(r-butoxycarbonyl)pyrrolidine-2,4-dicarboxylic acid BrC1=C(O[C@@]2(C[C@H](N(C2)C(=O)OCCCC)C(=O)O)C(=O)O)C=C(C=C1F)F